(3-(3-Fluoropiperidin-1-carbonyl)quinolin-8-yl)boronic acid FC1CN(CCC1)C(=O)C=1C=NC2=C(C=CC=C2C1)B(O)O